ClC1=CC(=C(C=C1)S(=O)(=O)N[C@@H]([C@H](C)C1=C(C(=CC=C1F)C=1C=NC(=NC1)OC)C)C=1OC(NN1)=O)OC 4-chloro-N-((1S,2R)-2-(6-fluoro-3-(2-methoxypyrimidin-5-yl)-2-methylphenyl)-1-(5-oxo-4,5-dihydro-1,3,4-oxadiazol-2-yl)propyl)-2-methoxybenzenesulfonamide